ClC=1C=C(C=C(C1)Cl)C1(CC(=NO1)C1=CC(=C(C(=O)NC2=NN(C(=N2)C(C)C)CC)C=C1)C)C(F)(F)F 4-(5-(3,5-dichlorophenyl)-5-(trifluoromethyl)-4,5-dihydroisoxazol-3-yl)-N-(1-ethyl-5-isopropyl-1H-1,2,4-triazol-3-yl)-2-methylbenzamide